Ethyl 4-(2,6-difluorophenylsulfonamido)-3-fluoro-1-methyl-1H-pyrrole-2-carboxylate FC1=C(C(=CC=C1)F)S(=O)(=O)NC=1C(=C(N(C1)C)C(=O)OCC)F